CC1CC2CC(=CCC2(CC1)C(C)=O)C 1-(2,7-dimethyl-1,3,4,5,8,8a-hexahydronaphthalen-4a(2H)-yl)ethan-1-one